(3R)-tert-butyl-11,11-difluoro-8-(2-hydroxypropan-2-yl)-3-methyl-3,4,8,9,10,11-hexahydro-1H-pyrido[4',3':3,4]pyrazolo[1,5-a]azepine-2(7H)-carboxylate C(C)(C)(C)OC(=O)N1CC=2C(=NN3C2C(CCC(C3)C(C)(C)O)(F)F)C[C@H]1C